N-[(6-Amino-2-pyridyl)sulfonyl]-5-fluoro-6-(3-fluoro-5-isobutoxyphenyl)-2-[(4S)-2,2,4-trimethylpyrrolidin-1-yl]pyridin-3-carboxamid NC1=CC=CC(=N1)S(=O)(=O)NC(=O)C=1C(=NC(=C(C1)F)C1=CC(=CC(=C1)OCC(C)C)F)N1C(C[C@@H](C1)C)(C)C